3-[1-[(3,3-difluorocyclobutyl)methyl]pyrazol-4-yl]-6-[(2-methyl-3H-benzimidazol-5-yl)oxy]quinoxalin-5-amine FC1(CC(C1)CN1N=CC(=C1)C=1C=NC=2C=CC(=C(C2N1)N)OC1=CC2=C(N=C(N2)C)C=C1)F